C(C)(=O)NNC(=N)C1=CC=C(C=N1)S(=O)(=O)N(COCC[Si](C)(C)C)C=1C(=CC=C2C=NN(C12)C)OC 6-(acetohydrazidomethanimidoyl)-N-(6-methoxy-1-methylindazol-7-yl)-N-{[2-(trimethylsilyl)ethoxy]methyl}pyridine-3-sulfonamide